Diethylen Glycol C(COCCO)O